ClC=1C=C(C=C(C1)Cl)CC(C(=O)N)C1=CC=CC=C1 3-(3,5-dichlorophenyl)-2-phenylpropionamide